Cl.NC1=CN(C2=C1C(N(C=C2)C2=NN(C(=C2)C)C)=O)C 3-Amino-5-(1,5-dimethyl-1H-pyrazol-3-yl)-1-methyl-1H-pyrrolo[3,2-c]pyridin-4(5H)-one hydrochloride